2-(3,4-dichlorophenyl)-N-((6-(p-tolyl)imidazo[2,1-b]thiazol-5-yl)methyl)ethan-1-amine ClC=1C=C(C=CC1Cl)CCNCC1=C(N=C2SC=CN21)C2=CC=C(C=C2)C